COCCNCC1=CC=2N=CN=C(C2N=C1)N1CCC2=C(C=CC=C12)C1=CC=CC=C1 2-methoxy-N-((4-(4-phenylindolin-1-yl)pyrido[3,2-d]pyrimidin-7-yl)methyl)ethan-1-amine